tert-butyl N-[2-hydroxy-1-(2-pyridyl)ethyl]carbamate OCC(C1=NC=CC=C1)NC(OC(C)(C)C)=O